N-[1-[[2,6-dimethoxy-4-(6-methyl-7-oxo-1H-pyrazolo[3,4-c]pyridin-4-yl)phenyl]methyl]pyrrolidin-3-yl]-2-[4-[4-[(2,6-dioxo-3-piperidyl)amino]phenyl]-1-piperidyl]acetamide COC1=C(C(=CC(=C1)C=1C2=C(C(N(C1)C)=O)NN=C2)OC)CN2CC(CC2)NC(CN2CCC(CC2)C2=CC=C(C=C2)NC2C(NC(CC2)=O)=O)=O